4-allyloxy-4'-hydroxydiphenylsulfone C=CCOC1=CC=C(C=C1)S(=O)(=O)C2=CC=C(C=C2)O